N-(cyclobutylmethyl)-5-(5-(3,5-dichlorophenyl)-5-(trifluoromethyl)-4,5-dihydroisoxazol-3-yl)-5,6-dihydro-4H-thieno[2,3-c]pyrrole-2-carboxamide C1(CCC1)CNC(=O)C1=CC2=C(CN(C2)C2=NOC(C2)(C(F)(F)F)C2=CC(=CC(=C2)Cl)Cl)S1